C(=C)C1=CC=CC=2C=C(C(OC21)C(F)(F)F)C(=O)O 8-vinyl-2-trifluoromethyl-2H-benzopyran-3-carboxylic acid